[O].[Rh] rhodium oxygen